1-(2,4-Dihydroxy-5-methylphenyl)-3-(4-isopropyl-2-(4-(trifluoromethyl)phenyl)thiazol-5-yl)propan-1-one oxime OC1=C(C=C(C(=C1)O)C)C(CCC1=C(N=C(S1)C1=CC=C(C=C1)C(F)(F)F)C(C)C)=NO